C(CCCC=CCCC=CCCCCCCCCCC=CCCCCCC)(=O)O 5,9,20-heptacosatrienoic acid